methacryloxybutylbis(vinyldimethylsiloxy)methylsilane C(C(=C)C)(=O)OCCCC[SiH2]C(O[Si](C=C)(C)C)O[Si](C)(C)C=C